4-[[4-(dimethylamino)phenyl]azo]benzoic acid CN(C1=CC=C(C=C1)N=NC1=CC=C(C(=O)O)C=C1)C